trans-1-hydroxy-3-amino-1-(trifluoromethyl)cyclobutane hydrochloride Cl.OC1(CC(C1)N)C(F)(F)F